C[C@@H]1N(C2=CC=CC=C2[C@@H](C1)NCC1=CC=C(C(=O)N2CC(C2)C(=O)OC)C=C1)C(CC)=O |o1:1,9| methyl 1-(4-((((2S*,4R*)-2-methyl-1-propionyl-1,2,3,4-tetrahydroquinolin-4-yl)amino)methyl)benzoyl)azetidine-3-carboxylate